CC=1C=NC=CC1CNCC(=O)[O-] ((3-methylpyridin-4-yl)methyl)glycinate